4-hydroxy-2-(pyrazin-2-yl)pyrimidine-5-carbohydrazide OC1=NC(=NC=C1C(=O)NN)C1=NC=CN=C1